4-(4-amino-7-bromo-2-{2-fluoro-4-[(2-methylacrylamino)]phenyl}-1-methylpyrrolo[3,2-c]pyridin-3-yl)-2-methoxy-N-(2,2,2-trifluoroethyl)benzamide NC1=NC=C(C2=C1C(=C(N2C)C2=C(C=C(C=C2)NC(=O)C(=C)C)F)C2=CC(=C(C(=O)NCC(F)(F)F)C=C2)OC)Br